C(C)OC(=O)C=1N=C(OC1C1=CC(=CC=C1)SC)C1=CC=C(C=C1)C(F)(F)F 5-(3-(methylthio)phenyl)-2-(4-(trifluoromethyl)phenyl)Oxazole-4-carboxylic acid ethyl ester